C1(=CC=CC=C1)[C@H]1CCC=2N1N=C(N2)C(=O)OCC (R)-ethyl 5-phenyl-6,7-dihydro-5H-pyrrolo[1,2-b][1,2,4]triazole-2-carboxylate